tert-Butyl 2-(((1S,2S)-1,3-dihydroxy-1-(4-(methylthio)phenyl)propan-2-yl)carbamoyl)-4-phenethylpiperidine-1-carboxylate O[C@H]([C@H](CO)NC(=O)C1N(CCC(C1)CCC1=CC=CC=C1)C(=O)OC(C)(C)C)C1=CC=C(C=C1)SC